N-(2-(4-Cyanothiazolidin-3-yl)-2-oxoethyl)-6-(4-hydroxy-tetrahydro-2H-pyran-4-yl)quinoline-4-carboxamide C(#N)C1N(CSC1)C(CNC(=O)C1=CC=NC2=CC=C(C=C12)C1(CCOCC1)O)=O